(R,S) or (R,R)-4-(2-hydroxypropan-2-yl)-N'-((3-methyl-1,2,3,5,6,7-hexahydro-dicyclopenta[b,e]pyridin-8-yl)carbamoyl)thiophene-2-sulfonimidamide OC(C)(C)C=1C=C(SC1)[S@@](=O)(N)=NC(NC1=C2C(=NC3=C1CCC3)[C@H](CC2)C)=O |o1:24|